[N+](=O)([O-])C=1C=CC2=C(OCCN2CC(=O)OC)C1 methyl 2-(7-nitro-2,3-dihydro-4H-benzo[b][1,4]oxazin-4-yl)acetate